CN(CC(=O)NCC=1C=C(C2=C(N=C(O2)C=2C=C(C=CC2)C2=C(C=C(C=C2)F)C2=NN=CN2C)C1)C(F)(F)F)C 2-(Dimethylamino)-N-((2-(4'-fluoro-2'-(4-methyl-4H-1,2,4-triazol-3-yl)-[1,1'-biphenyl]-3-yl)-7-(trifluoromethyl)benzo[d]oxazol-5-yl)methyl)acetamide